C[C@H]1[C@H](CN(C1)C1=C2C=CC=NC2=C(C=C1)C(F)(F)F)NC(CC1CCN(CC1)C)=O N-[(3R,4R)-4-methyl-1-[8-(trifluoromethyl)quinolin-5-yl]pyrrolidin-3-yl]-2-(1-methylpiperidin-4-yl)acetamide